(2Z)-2-[(3-fluorophenyl)methylidene]butanedioic acid FC=1C=C(C=CC1)\C=C(/C(=O)O)\CC(=O)O